(R)-N-((3-CHLORO-5-CYANO-4-(((R)-1-((4-FLUOROPHENYL)THIO)-4-(3-METHOXYAZETIDIN-1-YL)BUTAN-2-YL)AMINO)PHENYL)SULFONYL)-2-METHYLTETRAHYDRO-2H-PYRAN-2-CARBOXAMIDE ClC=1C=C(C=C(C1N[C@@H](CSC1=CC=C(C=C1)F)CCN1CC(C1)OC)C#N)S(=O)(=O)NC(=O)[C@@]1(OCCCC1)C